CC=1C(C2=CC=CC(=C2C(C1)=O)Cl)=O 2-methyl-5-chloro-1,4-naphthoquinone